CC(C)C[C@@H](C(=O)O)[NH3+] The molecule is the L-enantiomer of leucinium. It has a role as an Escherichia coli metabolite, a Saccharomyces cerevisiae metabolite and a plant metabolite. It is a conjugate acid of a L-leucine. It is an enantiomer of a D-leucinium.